tert-butyl 4-(1-(5-((2-chlorobenzyl)oxy)pyridin-3-yl)-1H-pyrazol-3-yl)piperidine-1-carboxylate ClC1=C(COC=2C=C(C=NC2)N2N=C(C=C2)C2CCN(CC2)C(=O)OC(C)(C)C)C=CC=C1